(S)-N-(6-(1-methyl-1H-pyrazol-4-yl)isoquinolin-3-yl)-2-morpholinyl-propionamide CN1N=CC(=C1)C=1C=C2C=C(N=CC2=CC1)NC([C@H](C)N1CCOCC1)=O